C1(CC1)N1C(=NC2=C1C=C(C(=C2)NC=2SC(=NN2)C2=CC(=CC=C2)C(F)(F)F)OC2=CC=C(C=C2)F)C2=C(C=CC=C2)S(=O)(=O)C N-(1-cyclopropyl-6-p-fluorophenoxy-2-(methylsulfonylphenyl)-5-benzimidazolyl)-5-(3-trifluoromethylphenyl)-1,3,4-thiadiazol-2-amine